C(#C)C=1SC=C(N1)C(=O)NCCC1=CC(=C(C=C1)O)OC 2-Ethynyl-N-(4-hydroxy-3-methoxyphenylethyl)thiazole-4-carboxamide